3-chloro-N-(3-hydroxyphenyl)-6-methyl-N-(1-methylpiperidin-4-yl)benzo[b]thiophene-2-carboxamide ClC=1C2=C(SC1C(=O)N(C1CCN(CC1)C)C1=CC(=CC=C1)O)C=C(C=C2)C